CN(C)C=C1CCC(C1=O)(C=1C=NN(C1)C)C 5-((dimethylamino)methylene)-2-methyl-2-(1-methyl-1H-pyrazol-4-yl)cyclopentan-1-one